C1(CC1)C1=C(NC2=CC=C(C=C12)C1CCN(CC1)C(CN(C)C)=O)C1=CC(=NC(=C1)C)C 1-(4-(3-cyclopropyl-2-(2,6-dimethylpyridin-4-yl)-1H-indol-5-yl)piperidin-1-yl)-2-(dimethylamino)ethan-1-one